3-(4-(trifluoromethyl)phenyl)imidazole FC(C1=CC=C(C=C1)N1C=NC=C1)(F)F